vinyl 2-ethylhexyl ether C(C)C(COC=C)CCCC